NC1=NC(C2=C(N1)NC=C2CCC2=CC=C(C(=O)N[C@H](C(=O)O)CCC(=O)O)C=C2)=O (2S)-2-{[4-[2-(2-amino-4-oxo-1,7-dihydropyrrolo[2,3-d]pyrimidin-5-yl)ethyl]benzoyl]amino}-pentanedioic acid